6-acetyl-4-(4-fluorobenzyl)-8,8-dimethyl-2-(2-oxopropyl)-2,6,7,8-tetrahydro-1H-pyrrolo[2,3-e][1,2,4]triazolo[4,3-a]pyridin-1-one C(C)(=O)N1CC(C2=C1C=C(C=1N2C(N(N1)CC(C)=O)=O)CC1=CC=C(C=C1)F)(C)C